5'-(difluoromethoxy)-2',6-dimethyl-(4,4'-bipyridine)-3-carboxylic Acid FC(OC=1C(=CC(=NC1)C)C1=C(C=NC(=C1)C)C(=O)O)F